CC1=CC=C(CN2C=C(C3=CC=C(C=C23)C#N)C(=O)NC=2C=C(C(=O)O)C=CC2)C=C1 3-[1-(4-methylbenzyl)-6-cyano-1H-indole-3-carboxamido]benzoic acid